5-(Benzofuran-2-yl)-N-((2,4-dioxo-1,3-diazaspiro[4.4]nonan-6-yl)methyl)thiophene-2-sulfonamide O1C(=CC2=C1C=CC=C2)C2=CC=C(S2)S(=O)(=O)NCC2C1(C(NC(N1)=O)=O)CCC2